2,2,7-trifluoro-4-(prop-2-yn-1-yl)-6-(2,3,4,6-tetrafluoro-5-methoxyphenyl)-1,4-benzoxazin-3-one FC1(OC2=C(N(C1=O)CC#C)C=C(C(=C2)F)C2=C(C(=C(C(=C2F)OC)F)F)F)F